C1(=C(C=CC=C1)C#CC1=NNC2=CC=C(C=C12)C(=O)N1C2(CN(C2)C)CCCC1)C1=CC=CC=C1 (3-([1,1'-biphenyl]-2-ylethynyl)-1H-indazol-5-yl)(2-methyl-2,5-diazaspiro[3.5]nonan-5-yl)methanone